8,9-difluoro-N-((1r,4r)-4-(2-methoxyethoxy)cyclohexyl)-5,6-dihydrobenzo[f]imidazo[1,5-d][1,4]oxazepine-10-carboxamide FC1=C(C(=CC=2C=3N(CCOC21)C=NC3)C(=O)NC3CCC(CC3)OCCOC)F